C(CCCCCCCCCCCCCCCCC)(=O)C(C(C(O)C(CCCCCCCCCCCCCCCCC)=O)O)O di-stearoyl-glycerol